racemic-tert-butyl 3-(4-(1,1-difluoro-2-hydroxypropan-2-yl)-7-(thiazol-2-yl)benzo[d]oxazol-2-yl)-3,6-diazabicyclo[3.1.1]heptane-6-carboxylate FC(C(C)(O)C1=CC=C(C2=C1N=C(O2)N2CC1N(C(C2)C1)C(=O)OC(C)(C)C)C=1SC=CN1)F